O=C1NC(CCC1N1C(C2=CC=C(C=C2C1=O)NCCOCCOCCOCCC(=O)O)=O)=O 3-[2-[2-[2-[[2-(2,6-dioxo-3-piperidyl)-1,3-dioxo-isoindolin-5-yl]amino]ethoxy]ethoxy]ethoxy]propanoic acid